NC=1C(=C2C(=NC1C(=O)N)N(C=N2)C(F)F)C2=C(C(=CC=C2C)OC)C 6-Amino-3-(difluoromethyl)-7-(3-methoxy-2,6-dimethylphenyl)-3H-imidazo[4,5-b]pyridine-5-carboxamide